tert-butyl 3-(2-(aminomethyl)-6-cyclopropylimidazo[1,2-a]pyridin-8-yl)-2,2-dimethylpropanoate NCC=1N=C2N(C=C(C=C2CC(C(=O)OC(C)(C)C)(C)C)C2CC2)C1